NC1=CC(=NN1C)C1=C(C=C(C=N1)NC(=O)C=1C=NN(C1C(F)(F)F)C1=C2C=CNC(C2=CC=C1)=O)Cl N-(6-(5-amino-1-methyl-1H-pyrazol-3-yl)-5-chloropyridin-3-yl)-1-(1-oxo-1,2-dihydroisoquinolin-5-yl)-5-(trifluoromethyl)-1H-pyrazole-4-carboxamide